3-[[5-[5-(difluoromethyl)-1,3,4-oxadiazol-2-yl]-2-pyridinyl]methoxy]-4,5,6,7-tetrahydroisoxazolo[5,4-C]pyridine FC(C1=NN=C(O1)C=1C=CC(=NC1)COC1=NOC=2CNCCC21)F